C(C)(C)(C)OC(CCC(C(=O)N)N1C(C2=CC=C(C=C2C1)CCl)=O)=O.BrC1=CC=C(C[Se]C2=CC=C(C=C2)C2=NC3=C(N2)C=CC=C3)C=C1 2-(4-((4-bromobenzyl)selanyl)phenyl)-1H-benzo[d]imidazole tert-butyl-5-amino-4-(5-(chloromethyl)-1-oxoisoindolin-2-yl)-5-oxopentanoate